3-[2-(2,5-dimethylbenzoyl)-3,4-dihydro-1H-isoquinolin-7-yl]-3-(1-ethyl-4-methyl-benzotriazol-5-yl)propanoic acid CC1=C(C(=O)N2CC3=CC(=CC=C3CC2)C(CC(=O)O)C2=C(C3=C(N(N=N3)CC)C=C2)C)C=C(C=C1)C